tert-butyl (4-ethynyl-4-hydroxycyclohexyl)carbamate C(#C)C1(CCC(CC1)NC(OC(C)(C)C)=O)O